4-(3-(2-hydroxypropan-2-yl)phenyl)-6-methyl-7-oxo-6,7-dihydro-1H-pyrrolo[2,3-c]pyridine-2-carboxylic acid OC(C)(C)C=1C=C(C=CC1)C=1C2=C(C(N(C1)C)=O)NC(=C2)C(=O)O